CC=1\C(\C=C(C(C1)=O)C(C)C)=N/C1=C(C=CC(=C1)C)S(=O)(=O)OCCCN1C=C(C2=CC=CC=C12)C1=NC(=NC=C1)Cl 3-(3-(2-chloropyrimidin-4-yl)-1H-indol-1-yl)propan-1-ol [(Z)-(2-methyl-4-oxo-5-propan-2-ylcyclohexa-2,5-dien-1-ylidene)amino]4-methylbenzenesulfonate